FC1=CC=C(C=C1)NC(=O)C1(CC1)C(=O)NC1=CC=C(C=C1)OC1=CC=NC2=CC=C(C=C12)C=1OC=NN1 1-N'-(4-fluorophenyl)-1-N-[4-[6-(1,3,4-oxadiazol-2-yl)quinolin-4-yl]oxyphenyl]cyclopropane-1,1-dicarboxamide